acryloyloxyethyl-dimethyl-isopropyl-ammonium iodide [I-].C(C=C)(=O)OCC[N+](C(C)C)(C)C